5-methyl-2-(4-methylpiperazin-1-yl)pyrimidine CC=1C=NC(=NC1)N1CCN(CC1)C